3-(3,4-dihydroxyphenyl)glyceric acid OC=1C=C(C=CC1O)C(C(C(=O)O)O)O